2-Amino-4-(3-((2S,3S)-3-(4-(ethyl-d5)piperazin-1-yl)-2-methylpyrrolidin-1-yl)-5-fluoro-7,9-dihydrofuro[3,4-f]quinazolin-6-yl)-7-fluorothieno[3,2-c]pyridine-3-carbonitrile NC1=C(C=2C(=NC=C(C2S1)F)C=1C2=C(C=3C=NC(=NC3C1F)N1[C@H]([C@H](CC1)N1CCN(CC1)C(C([2H])([2H])[2H])([2H])[2H])C)COC2)C#N